N-(4-(5-(difluoromethyl)-1,3,4-oxadiazol-2-yl)benzyl)-N-(4-fluorophenyl)-6-isopropyl-2,6-diazaspiro[3.3]heptane-2-thioamide FC(C1=NN=C(O1)C1=CC=C(CN(C(=S)N2CC3(C2)CN(C3)C(C)C)C3=CC=C(C=C3)F)C=C1)F